Palladium (II) methylene chloride C(Cl)Cl.[Pd+2]